methyl (2R)-2-fluoro-6-methylenetetrahydro-1H-pyrrolizin-7a(5H)-carboxylate F[C@@H]1CC2(CC(CN2C1)=C)C(=O)OC